(n-pentyl) (isopentyl) isophthalate C(C1=CC(C(=O)OCCC(C)C)=CC=C1)(=O)OCCCCC